C1(CC1)C=1C=C(C=NC1)C(NN)=S 5-cyclopropylpyridine-3-carbothiohydrazide